NC1=C(C2=C(S1)C(=CC=C2)F)C#N 2-amino-3-cyano-7-fluorobenzo[b]thiophene